ClC=1C=C(C=C(C1OC=1C=C2C(=CC=NC2=CC1)Br)Cl)N1N=C(C(NC1=O)=O)C#N 2-(3,5-Dichloro-4-((4-bromoquinolin-6-yl)oxy)phenyl)-3,5-dioxo-2,3,4,5-tetrahydro-1,2,4-triazine-6-carbonitrile